((2s,5s)-5-methylpiperazin-2-yl)methanol 2HCl Cl.Cl.C[C@@H]1NC[C@H](NC1)CO